N-(morpholin-4-yl)-2-[(7-trifluoromethylquinolin-4-yl)amino]benzamide N1(CCOCC1)NC(C1=C(C=CC=C1)NC1=CC=NC2=CC(=CC=C12)C(F)(F)F)=O